FC=1C=C(C=CC1)NC(=O)NC1=CC(=CC=C1)C(=O)C=1C=C2N=C(C=NC2=CC1)C 1-(3-fluorophenyl)-3-(3-(3-methylquinoxaline-6-carbonyl)phenyl)urea